6-chloro-4-{4-[(2-chloro-6-hydroxyphenyl)methyl]piperazin-1-yl}-1-methyl-2-oxo-1,2-dihydro-1,5-naphthyridine-3-carbonitrile ClC=1N=C2C(=C(C(N(C2=CC1)C)=O)C#N)N1CCN(CC1)CC1=C(C=CC=C1O)Cl